C(#N)C=1N=C(N2C1C(=CC(=C2)S(=O)(=O)NC2(CC2)C)N2CCN(CC2)CC(C)C)C=2SC(=NN2)C(F)F 1-cyano-3-(5-(difluoromethyl)-1,3,4-thiadiazol-2-yl)-8-(4-isobutylpiperazin-1-yl)-N-(1-methylcyclopropyl)imidazo[1,5-a]pyridine-6-sulfonamide